4-(6-bromopyridin-2-yl)-N-(5-chloro-1H-pyrazol-4-yl)pyrimidin-2-amine BrC1=CC=CC(=N1)C1=NC(=NC=C1)NC=1C=NNC1Cl